N-((5-(5-(difluoromethyl)-1,3,4-oxadiazol-2-yl)pyridin-2-yl)methyl)-4-fluoro-N-(3-fluorophenyl)-1-(1-propylazetidin-3-yl)piperidine-4-carboxamide FC(C1=NN=C(O1)C=1C=CC(=NC1)CN(C(=O)C1(CCN(CC1)C1CN(C1)CCC)F)C1=CC(=CC=C1)F)F